3-bromo-N-(2,4-dichloro-6-(methylcarbamoyl)phenyl)-1-(3,5-dichloropyridin-2-yl)-1H-pyrazole-5-carboxamide BrC1=NN(C(=C1)C(=O)NC1=C(C=C(C=C1C(NC)=O)Cl)Cl)C1=NC=C(C=C1Cl)Cl